(E)-3-(3-hydroxy-5-methyl-6-(3-phenoxybenzyl)-2-propylpyridin-4-yl)acrylic acid ethyl ester C(C)OC(\C=C\C1=C(C(=NC(=C1C)CC1=CC(=CC=C1)OC1=CC=CC=C1)CCC)O)=O